[N+](#[C-])CCC[Si](OCC)(OCC)OCC 3-ISOCYANOPROPYLTRIETHOXYSILANE